5-[4-amino-5-(trifluoromethyl)pyrrolo[2,1-f][1,2,4]triazin-7-yl]-N-[(3R,4S)-4-fluoro-1-(3,3,3-trifluoro-2-methylpropanoyl)pyrrolidin-3-yl]-2-methylbenzamide NC1=NC=NN2C1=C(C=C2C=2C=CC(=C(C(=O)N[C@@H]1CN(C[C@@H]1F)C(C(C(F)(F)F)C)=O)C2)C)C(F)(F)F